Chloro(chloromethyl)dimethyl-silane Cl[Si](C)(C)CCl